CC1=C(C=CC(=C1)C)SC1=C(C=CC=C1)N1CCNCC1 1-[2-[(2,4-Dimethylphenyl)thio]phenyl]piperazine